ethyl (2S)-2-[[[6-[5-(6-methyl-2-pyridyl)-1H-pyrazol-4-yl]-1,5-naphthyridin-3-yl]methoxy-phenoxy-phosphoryl]amino]propanoate CC1=CC=CC(=N1)C1=C(C=NN1)C=1N=C2C=C(C=NC2=CC1)COP(=O)(OC1=CC=CC=C1)N[C@H](C(=O)OCC)C